C(N)(O[C@H](C1=CC=CC=C1)CCOCNC(C(C)N)=O)=O (S)-(2-((2-aminopropionamido)methoxy)ethyl)benzyl carbamate